(R)-2-amino-5-(4-(2-(3,5-difluorophenyl)-2-hydroxyacetamido)-2-methylphenyl)-N-(1-methylazetidin-3-yl)nicotinamide NC1=C(C(=O)NC2CN(C2)C)C=C(C=N1)C1=C(C=C(C=C1)NC([C@H](O)C1=CC(=CC(=C1)F)F)=O)C